FC=1C(=NC(N([C@H]2C[C@H](O)[C@@H](CO)O2)C1)=O)N 5-Fluoro-2'-deoxycytidine